(2S,3S)-N-(2-amino-4-((4-hydroxybenzyl)amino)phenyl)-2,3-difluorooctanamide NC1=C(C=CC(=C1)NCC1=CC=C(C=C1)O)NC([C@@H]([C@H](CCCCC)F)F)=O